C(C)(C)C1=C(C=CC=C1)N1C(SCC1=O)=NN=CC1=CC=C(C=C1)C1=NN(C(=C1)NC1=CC=C(C=C1)OC(F)(F)F)C 3-(2-isopropylphenyl)-2-[[4-[1-methyl-5-[4-(trifluoromethoxy)anilino]pyrazol-3-yl]phenyl]methylenehydrazono]thiazolidin-4-one